laurylglycine triethanolamine salt N(CCO)(CCO)CCO.C(CCCCCCCCCCC)NCC(=O)O